(4S,5S)-tert-Butyl 4-allyl-6-oxo-5-(2-(3-(trifluoromethyl)phenyl)allyl)-1,3-oxazinane-3-carboxylate C(C=C)[C@@H]1N(COC([C@H]1CC(=C)C1=CC(=CC=C1)C(F)(F)F)=O)C(=O)OC(C)(C)C